CC(C(=O)OC1(CCCCC1)O)C cyclohexandiol methylpropionate